6-((4-(pyridin-2-yl)-1H-1,2,3-triazol-1-yl)methyl)pyridin N1=C(C=CC=C1)C=1N=NN(C1)CC1=CC=CC=N1